1-acetylazetidin-3-aminium chloride [Cl-].C(C)(=O)N1CC(C1)[NH3+]